ClCC1=NC(=NO1)C[C@H](O)C1=CC=C(C=C1)Cl (1S)-2-[5-(chloromethyl)-1,2,4-oxadiazol-3-yl]-1-(4-chlorophenyl)ethan-1-ol